COC([C@@H](NC([C@@H](NC(=O)OC(C)(C)C)C(C)C)=O)CSC1=CC(=NC=C1)C1=CC=CC=C1)=O N-((tert-butoxycarbonyl)-L-valyl)-S-(2-phenylpyridin-4-yl)-L-cysteine methyl ester